(1-(7,8-Dichloro-4-(1H-imidazol-1-yl) quinolin-2-yl) piperidin-3-yl)methyl dihydrogen phosphate P(=O)(OCC1CN(CCC1)C1=NC2=C(C(=CC=C2C(=C1)N1C=NC=C1)Cl)Cl)(O)O